ClC1=CC=C(C=C1)N(C(=O)OCC1CCC(CC1)COCC(=O)O)C1=CC=C(C=C1)F 2-(((1r,4r)-4-(((4-chlorophenyl)(4-fluorophenyl)carbamoyloxy)methyl)cyclohexyl)methoxy)acetic acid